FC(C1=CC=2C=3C4=C(C=CC3NC2C=C1)C=CC=C4)(F)F 10-trifluoromethyl-7H-benzo[c]carbazole